FC(OC=1C=C(C=C(C1)F)C1=CC2=C(OCCN2S(=O)(=O)C2=CC(=CC=C2)C(F)(F)F)C=C1)F 6-(3-(difluoromethoxy)-5-fluorophenyl)-4-((3-(trifluoromethyl)phenyl)sulfonyl)-3,4-dihydro-2H-benzo[b][1,4]Oxazine